[Ca+2].C(CCNC([C@H](O)C(C)(C)CO)=O)(=O)[O-].C(CCNC([C@H](O)C(C)(C)CO)=O)(=O)[O-] |r| DL-pantothenate calcium